1-[4-(4-{2-[2-fluoro-5-(trifluoromethoxy)phenyl]acetamido}-1H-1,2,3-triazol-1-yl)butyl]-N-{[3-(trifluoromethoxy)phenyl]methyl}-1H-1,2,3-triazole-4-carboxamide FC1=C(C=C(C=C1)OC(F)(F)F)CC(=O)NC=1N=NN(C1)CCCCN1N=NC(=C1)C(=O)NCC1=CC(=CC=C1)OC(F)(F)F